ethyl 2-(dimethylphosphoryl)acetate CP(=O)(C)CC(=O)OCC